Tungsten dioxide dichloride [Cl-].[Cl-].[W+2](=O)=O